C(#N)C1=C(N=C2N(C1=O)C=C(C=C2[C@@H](C)NC2=C(C(=O)O)C=CC=C2)C)N2CCN(CC2)C2=C(C=C(C=C2)F)F (R)-2-((1-(3-cyano-2-(4-(2,4-difluorophenyl)piperazin-1-yl)-7-methyl-4-oxo-4H-pyrido[1,2-a]pyrimidin-9-yl)ethyl)amino)benzoic acid